3-(naphthalene-2-sulfonylamino)picolinic acid C1=C(C=CC2=CC=CC=C12)S(=O)(=O)NC=1C(=NC=CC1)C(=O)O